NC=1CC(=CC2=C(N1)C=C(C=C2)NC(C2=CC=CC=C2)=O)C(=O)N(CCC)CCC 2-amino-8-benzamido-N,N-dipropyl-3H-benzo[b]azepine-4-carboxamide